ONC(=O)C1=CC=C2C=NN(C2=C1)CC1=CC=CC=C1 1-benzyl-1H-Indazole-6-carboxylic acid hydroxyamide